3,5-dimethoxy-4-isopropylbenzoic acid methyl ester COC(C1=CC(=C(C(=C1)OC)C(C)C)OC)=O